1-ethyl-3-butyl-imidazole bromine salt [Br].C(C)N1CN(C=C1)CCCC